COC1=CC=C(C=C1)C[C@@H](C(=O)NO)N1N=NC(=C1)C1N(CCCC1)S(=O)(=O)C=1SC(=CC1)C1=CC=CC=C1 (2S)-3-(4-methoxyphenyl)-2-[4-[1-[(5-phenyl-2-thienyl)sulfonyl]-2-piperidinyl]triazol-1-yl]propan-hydroxamic acid